2-(butoxyphenylphosphinyl)-acetic acid butyl ester C(CCC)OC(CP(=O)(C1=CC=CC=C1)OCCCC)=O